N1C[C@@H](OCC1)CNC(=O)C1CNCC12CC2 N-[[(2R)-morpholin-2-yl]methyl]-5-azaspiro[2.4]heptan-7-carboxamid